4-Fluoro-1-tetrahydropyran-2-Yl-5-(4,4,5,5-tetramethyl-1,3,2-dioxaborolan-2-yl)Indazole FC1=C2C=NN(C2=CC=C1B1OC(C(O1)(C)C)(C)C)C1OCCCC1